methyl (2S)-2-(tert-butoxycarbonylamino)-4-methoxy-butanoate C(C)(C)(C)OC(=O)N[C@H](C(=O)OC)CCOC